6-(5-Chloro-6-hydroxypyridin-3-yl)-5-thioxo-5,6-dihydrothiazolo[4,5-d]pyrimidin-7(4H)-one ClC=1C=C(C=NC1O)N1C(NC2=C(C1=O)SC=N2)=S